N-[4-(2-chlorophenoxy)-3-sulfamylphenyl]-2-(2-chlorophenyl)acetamide ClC1=C(OC2=C(C=C(C=C2)NC(CC2=C(C=CC=C2)Cl)=O)S(N)(=O)=O)C=CC=C1